γ-Methylaminobutyraldehyde CNCCCC=O